4-(4-fluoro-3-methylphenyl)-2-oxo-but-3-enoate FC1=C(C=C(C=C1)C=CC(C(=O)[O-])=O)C